C(C)N(C(=O)C1=C(SC=C1)C(C=1C(=NC=CC1)OC)O)CC N,N-diethyl-2-[hydroxy-(2-methoxy-3-pyridinyl)methyl]thiophene-3-carboxamide